[Na+].C1(=CC=CC=C1)CCC(C(=O)[O-])C(=O)O 2-(2-phenyl-ethyl)propanedioic acid monosodium salt